C1(CC1)C1=CN=C(N=N1)N[C@@H]1C[C@H](CC1)NC1=NC=C(C=N1)I (1S,3S)-N1-(6-cyclopropyl-1,2,4-triazin-3-yl)-N3-(5-iodopyrimidin-2-yl)cyclopentane-1,3-diamine